NC1=NC=CC2=C(C=CC=C12)C=1C=C2C(CC3(CCN(CC3)C(=O)OC)C2=CC1)OC1=C(C=CC=C1C#N)CC(=O)O 2-(2-((5-(1-aminoisoquinolin-5-yl)-1'-(methoxycarbonyl)-2,3-dihydrospiro[indene-1,4'-piperidin]-3-yl)oxy)-3-cyanophenyl)acetic acid